1,5-anhydro-2,3-dideoxy-3-(((7-(3-fluoro-4-((3-(methylsulfonyl)propyl)-carbamoyl)benzyl)-4-methoxy-2,3-dihydro-1H-inden-5-yl)carbonyl)amino)-L-threo-pentitol FC=1C=C(CC=2C=C(C(=C3CCCC23)OC)C(=O)N[C@H]2CCOC[C@@H]2O)C=CC1C(NCCCS(=O)(=O)C)=O